C(C(C)C)NC=1C2=C(N=C(N1)NC1=C(C=C(C=C1)P1(CCN(CC1)C1COC1)=O)OC)NC=C2C#N 4-(isobutyl-amino)-2-((2-methoxy-4-(1-(oxetan-3-yl)-4-oxido-1,4-azaphosphinan-4-yl)phenyl)amino)-7H-pyrrolo[2,3-d]pyrimidine-5-carbonitrile